Cl.C(#N)C1=C(C=C(OCC2(CN(C2)S(=O)(=O)C2=C(C=C(C=C2)Cl)Cl)CNCC(=O)N)C=C1)F 2-(((3-((4-Cyano-3-fluorophenoxy)methyl)-1-((2,4-dichlorophenyl)sulfonyl)azetidin-3-yl)methyl)amino)acetamide hydrochloride